CC=C 1-methylethylene